COC1=CC=C(C=C1)C=1C(=NC2=CC(=CC(=C2C1)C(C)O)C)C=1C(=NOC1)C 1-(3-(4-methoxyphenyl)-7-methyl-2-(3-methylisoxazol-4-yl)quinolin-5-yl)ethan-1-ol